5-(8-methyl-[1,2,4]triazolo[1,5-a]pyridin-6-yl)-1H-pyrazole-3-carboxamide CC=1C=2N(C=C(C1)C1=CC(=NN1)C(=O)N)N=CN2